NC1=C2C(=NC=N1)N(N=C2C)C(C)C=2C(=C(C(=C(C2)Cl)C)/C=C/C(=O)OC)OCC Methyl (2E)-3-{3-[1-(4-amino-3-methyl-1H-pyrazolo[3,4-d]pyrimidin-1-yl)ethyl]-5-chloro-2-ethoxy-6-methylphenyl}acrylate